C(C)OC(=O)C=1N=C(SC1)NC=1N=NC(=C(C1C)CC)NC=1SC2=C(N1)C=CC=C2.C2(=CC=CC=C2)C=2C1=CC=CC=C1C(=C1C=CC=CC21)C2=CC=C(C=C2)C2=CC=C(C=C2)C2(C1=CC=CC=C1C=1C=CC=CC21)C2=CC=CC=C2 9-phenyl-10-{4-(9-phenyl-9H-fluoren-9-yl)biphenyl-4'-yl}anthracene ethyl-2-({6-[(1,3-benzothiazol-2-yl)amino]-5-ethyl-4-methylpyridazin-3-yl}amino)-1,3-thiazole-4-carboxylate